ortho-periodic acid I(=O)(O)(O)(O)(O)O